3-oxo-2-(pyridin-3-yl)-N-[(2RS)-1,1,1-trifluoro-3-hydroxypropan-2-yl]-6-[4-(trifluoromethyl)phenyl]-2,3-dihydropyridazine-4-carboxamide O=C1N(N=C(C=C1C(=O)N[C@@H](C(F)(F)F)CO)C1=CC=C(C=C1)C(F)(F)F)C=1C=NC=CC1 |r|